N1CC(C1)CNC(=O)C=1N=C(SC1)NC1=NC=CC(=N1)NC1=NC(=NC=C1)C1=NC(=CC=C1)C N-(azetidin-3-ylmethyl)-2-[[4-[[2-(6-methyl-2-pyridyl)pyrimidin-4-yl]amino]pyrimidin-2-yl]amino]thiazole-4-carboxamide